N-nitroindole [N+](=O)([O-])N1C=CC2=CC=CC=C12